2-(piperidin-4-yl)quinazolin-4(3H)-one N1CCC(CC1)C1=NC2=CC=CC=C2C(N1)=O